C(=O)(O)C1(CC(CC1C(=O)O)C(=O)O)CC(=O)O 1,3,5-tricarboxyl-cyclopentyl-acetic acid